CNC(CCCC)N N-monomethylpentanediamine